ClC=1C=C(SC1Cl)S(=O)(=O)N(C1C(N(CCC1)C1=C(C=C(C=C1)C1=C(C=CC=C1)OC)F)=O)CC#N 4,5-Dichloro-N-(cyanomethyl)-N-(1-(3-fluoro-2'-methoxy-[1,1'-biphenyl]-4-yl)-2-oxopiperidin-3-yl)-thiophen-2-sulfonamid